ethyl 2-{[trans-4-(dibenzylamino) cyclohexyl] oxy}-2-methylpropionate C(C1=CC=CC=C1)N([C@@H]1CC[C@H](CC1)OC(C(=O)OCC)(C)C)CC1=CC=CC=C1